(S)-2-bromo-7-(((tert-butyldimethylsilyl)oxy)methyl)-8-((2-(trimethylsilyl)ethoxy)methyl)-4,5,7,8-tetrahydro-3-oxa-1-thia-5a,8-diazabenzo[cd]azulen Br[C@@H]1SC2=CN(C(CN3C2=C1OCC3)CO[Si](C)(C)C(C)(C)C)COCC[Si](C)(C)C